(1s,4s)-4-((2-((2-(1-(Cyclopropylsulfonyl)-1H-pyrazol-4-yl)pyrimidin-4-yl)amino)-5-((1-(2,2-difluoroethyl)-1H-pyrazol-4-yl)ethynyl)pyridin-4-yl)amino)-1-methylcyclohexan-1-ol C1(CC1)S(=O)(=O)N1N=CC(=C1)C1=NC=CC(=N1)NC1=NC=C(C(=C1)NC1CCC(CC1)(O)C)C#CC=1C=NN(C1)CC(F)F